bis(1,4-diazabicyclo[2.2.2]octane) octyl-ammonium salt C(CCCCCCC)[NH3+].N12CCN(CC1)CC2.N21CCN(CC2)CC1